methyl (s)-(7-((1-hydroxyhexan-3-yl)amino)-1-((4-methoxy-6-(piperidin-4-yl)pyridin-3-yl)methyl)-3-methyl-1H-pyrazolo[4,3-d]pyrimidin-5-yl)carbamate OCC[C@H](CCC)NC=1C2=C(N=C(N1)NC(OC)=O)C(=NN2CC=2C=NC(=CC2OC)C2CCNCC2)C